[Cl-].C(C1=CC=CC=C1)[N+]1=CC(=CC=C1)CC(=O)O N-benzyl-3-Carboxymethylpyridinium chloride